FC=1C=C(C(=C2C=C(N(C12)C(=O)OC(C)(C)C)SCC1=CC=C(C=C1)OC)C1=NC=C(C=N1)F)C(F)(F)F tert-butyl 7-fluoro-4-(5-fluoropyrimidin-2-yl)-2-((4-methoxybenzyl)thio)-5-(trifluoromethyl)-1H-indole-1-carboxylate